4-((4-chloronaphthalen-1-yl)oxy)-1H-1,2,3-triazole-5-carboxylic acid ClC1=CC=C(C2=CC=CC=C12)OC=1N=NNC1C(=O)O